N1C(=NC=C1)CC(=O)[O-] Imidazoleacetate